C(C)(=O)C(C)NCC1=CC=CC=C1 α-Acetylethylbenzylamin